COC(=O)C=1SC(=C(C1)OC1=C(C=C(C=C1C)N)C)Br.BrC1=C(C=CC(=C1)Cl)SC1=CC=C(C=C1)Cl (2-bromo-4-chlorophenyl)(4-chlorophenyl)sulfane Methyl-4-(4-amino-2,6-dimethylphenoxy)-5-bromothiophene-2-carboxylate